CC=1C(C2=CC=C(C=C2C(C1C)=O)CCCC)=O 2,3-dimethyl-6-butyl-1,4-naphthoquinone